C(CCCCCCC)C(C(=O)OCCN(CCOC(C(CCCCCCCCCC)CCCCCCCC)=O)CCN1CCN(CC1)CCN(CCOC(C(CCCCCCCCCC)CCCCCCCC)=O)CCN(CCOC(C(CCCCCCCCCC)CCCCCCCC)=O)CCOC(C(CCCCCCCCCC)CCCCCCCC)=O)CCCCCCCCCC ((2-(4-(2-((2-(bis(2-((2-octyldodecanoyl)oxy)ethyl)amino)ethyl)(2-((2-octyldodecanoyl)oxy)ethyl)amino)ethyl)piperazin-1-yl)ethyl)azanediyl)bis(ethane-2,1-diyl) bis(2-octyldodecanoate)